O1C=C(C2=C1C=CC=C2)CC(NS(=O)(=O)C=2C=CC=C1C=CC=NC21)B(O)O (benzofuran-3-yl)-1-quinoline-8-sulfonylaminoethylboronic acid